FC(C(OCCOCC(F)F)F)(F)F 1,1,1,2-tetrafluoro-2-(2-(2,2-difluoroethoxy)ethoxy)ethane